C1(CC1)N1C(C2=C(CC[C@@H]1C)C(=CN2)C2=NC(=NC=C2C(F)(F)F)N[C@@H]2CNC(CC2)(C)C)=O (6S)-7-cyclopropyl-3-(2-{[(3S)-6,6-dimethylpiperidin-3-yl]amino}-5-(trifluoromethyl)pyrimidin-4-yl)-6-methyl-1H,4H,5H,6H,7H,8H-pyrrolo[2,3-c]azepin-8-one